(2s,3s,4s)-N-(5-chloro-2,4-difluorophenyl)-3,4-dihydroxy-N-methyl-1-(2-methyl-5,6,7,8-tetrahydropyrido[3,4-d]pyrimidin-4-yl)-5-oxopyrrolidine-2-carboxamide ClC=1C(=CC(=C(C1)N(C(=O)[C@H]1N(C([C@H]([C@H]1O)O)=O)C=1C2=C(N=C(N1)C)CNCC2)C)F)F